FC=1C=C(C=CC1F)C1=NOC(=N1)C1=NN(C(C=C1)=O)CC(=O)NCC 2-(3-(3-(3,4-difluorophenyl)-1,2,4-oxadiazol-5-yl)-6-oxopyridazin-1(6H)-yl)-N-ethylacetamide